20-hydroxy-docosahexaenoic acid OC(CCCCCCC=CC=CC=CC=CC=CC=CC(=O)O)CC